COC=1C=C(C=C(C1)OC)C=CC1=CC=C(C=C1)OC 1-(3,5-Dimethoxyphenyl)-2-(4-methoxyphenyl)ethaneN